6-((2-formylphenoxy)methyl)picolinamide C(=O)C1=C(OCC2=CC=CC(=N2)C(=O)N)C=CC=C1